NC/C(/CN1N=CN(C1=O)C1=NC=CC(=C1)C1=CC(=NC=C1)NC(C)=O)=C\F N-(2'-{1-[(2E)-2-(aminomethyl)-3-fluoroprop-2-en-1-yl]-5-oxo-1,5-dihydro-4H-1,2,4-triazol-4-yl}-4,4'-bipyridin-2-yl)acetamide